2-(4,5-Dichloro-6-oxopyridazin-1(6H)-yl)-N-(5-methyl-6-(N-(pyridin-2-ylmethyl)sulfamoyl)pyridin-2-yl)acetamide ClC=1C=NN(C(C1Cl)=O)CC(=O)NC1=NC(=C(C=C1)C)S(NCC1=NC=CC=C1)(=O)=O